6-((pyridin-2-ylmethyl)amino)pyrazolo[1,5-a]pyridine-3-carbonitrile N1=C(C=CC=C1)CNC=1C=CC=2N(C1)N=CC2C#N